4-fluoro-1-methyl-6-(piperidin-4-yl)-1H-indole FC1=C2C=CN(C2=CC(=C1)C1CCNCC1)C